4-Bromotoluene BrC1=CC=C(C)C=C1